pyrimidoanthrone C1=NC=NC=2C=CC3=CC4=CC(CC=C4C=C3C21)=O